N-[4-[[4-[3-(2-fluoro-4-nitro-phenoxy)-4-pyridyl]pyrimidin-2-yl]amino]cyclohexyl]carbamate FC1=C(OC=2C=NC=CC2C2=NC(=NC=C2)NC2CCC(CC2)NC([O-])=O)C=CC(=C1)[N+](=O)[O-]